C(C=C)(=O)OCCOC1=CC=C(C=C1)C1=CC=CC=C1 4-(2-acryloyloxyethoxy)biphenyl